4-fluoro-2-methoxy-benzoic acid FC1=CC(=C(C(=O)O)C=C1)OC